7-ethynyl-2-(5-methoxy-1-benzofuran-2-yl)-N-methylimidazo[1,2-a]pyridin-3-amine C(#C)C1=CC=2N(C=C1)C(=C(N2)C=2OC1=C(C2)C=C(C=C1)OC)NC